C(C)NC(C)S N-ethylaminoethanethiol